3-((1-(1-(tert-butoxycarbonyl)piperidin-4-yl)-3-(difluoromethyl)-1H-pyrazol-4-yl)carbamoyl)pyridine C(C)(C)(C)OC(=O)N1CCC(CC1)N1N=C(C(=C1)NC(=O)C=1C=NC=CC1)C(F)F